ClC=1C=C(C=CC1OCC1=NC=CC=C1)NC1=NC=NC2=CC(=C(C=C12)NC(C=C)=O)C#CC1[C@@H]2CN(C[C@H]12)C N-(4-((3-chloro-4-(pyridin-2-ylmethoxy)phenyl)amino)-7-(((1R,5S,6r)-3-methyl-3-azabicyclo[3.1.0]hexan-6-yl)ethynyl)quinazolin-6-yl)acrylamide